[2-(2,2-difluoroethoxy)-4-pyridyl]methanol FC(COC1=NC=CC(=C1)CO)F